C(C)(C)(C)OC(=O)N(C=1C=C2C(N=C(S2)C[C@@H]([C@@H](C2=CC(=C(C(=C2)OC)C)OC)O[Si](C)(C)C(C)(C)C)OC2CCCC2)=C(C1)C(=O)OCC)C ethyl 6-[tert-butoxycarbonyl (methyl) amino]-2-[(2S,3R)-3-[tert-butyl (dimethyl) silyl] oxy-2-(cyclopentoxy)-3-(3,5-dimethoxy-4-methyl-phenyl) propyl]-1,3-benzothiazole-4-carboxylate